5-(1-bromoethyl)picolinic acid methyl ester COC(C1=NC=C(C=C1)C(C)Br)=O